N-(4-(7-amino-3-(1-methoxyethyl)-4-oxo-4,5-dihydro-1H-pyrazolo[3,4-d]pyridazin-1-yl)benzyl)-5-fluoro-2-methoxybenzamide NC1=NNC(C2=C1N(N=C2C(C)OC)C2=CC=C(CNC(C1=C(C=CC(=C1)F)OC)=O)C=C2)=O